8-Methyl-2-{[6-(trifluoromethyl)pyridin-2-yl]methyl}-4,5-dihydro-2H-furo[2,3-g]indazole-7-carboxylic acid CC1=C(OC=2CCC3=CN(N=C3C21)CC2=NC(=CC=C2)C(F)(F)F)C(=O)O